tert-butyl ((1R,5S,6s)-3-(2-(((E)-((Z)-5'-chloro-2'-oxo-[2,3'-biindolinylidene]-3-ylidene)amino)oxy)ethyl)-3-azabicyclo[3.1.0]hexan-6-yl)carbamate ClC=1C=C2/C(/C(NC2=CC1)=O)=C\1/NC2=CC=CC=C2/C1=N\OCCN1C[C@@H]2C([C@@H]2C1)NC(OC(C)(C)C)=O